C1OCCC12CCN(CC2)C(CCCC)=O (2-oxa-8-azaspiro[4.5]decan-8-yl)pentan-1-one